C1(CCC1)C1=CC(=C(C=C1C)N1C(C=CC2=CC(=CC=C12)S(=O)(=O)N(C1=NC=CC=N1)CC1=CC=C(C=C1)OC)=O)OC (P)-1-(4-cyclobutyl-2-methoxy-5-methylphenyl)-N-(4-methoxybenzyl)-2-oxo-N-(pyrimidin-2-yl)-1,2-dihydroquinoline-6-sulphonamide